[C@H]12CN(C[C@H](CC1)N2)C=2C1=C(N=C(N2)OC[C@]23CCCN3C[C@@H](C2)F)N=C(C=C1)C1=CC(=CC2=CC=C(C(=C12)C#C)F)O 4-(4-((1R,5S)-3,8-diazabicyclo[3.2.1]octan-3-yl)-2-(((2R,7aS)-2-fluorotetrahydro-1H-pyrrolizin-7a(5H)-yl)methoxy)pyrido[2,3-d]pyrimidin-7-yl)-5-ethynyl-6-fluoronaphthalen-2-ol